NC1=NC=C(C2=C1C=NN2)NC(C(N2[C@H](CC[C@@H](C2)C)C2=CC=C(C=C2)OC2CCN(CC2)C)=O)=O N-(4-amino-1H-pyrazolo[4,3-c]pyridin-7-yl)-2-oxo-2-[(2R,5S)-5-methyl-2-[4-[(1-methyl-4-piperidyl)oxy]phenyl]-1-piperidyl]acetamide